5-chloro-2-(4-chloro-2-methoxy-6-methyl-phenyl)-6-fluoro-1-methyl-imidazo[4,5-b]pyridine ClC1=C(C=C2C(=N1)N=C(N2C)C2=C(C=C(C=C2C)Cl)OC)F